(Methylcyclohexyl)aminoethan CC1(CCCCC1)NCC